ClC=1C(=CC2=C(N(C[C@H](N(S2(=O)=O)C)C2CCCCC2)C2=CC=CC=C2)C1)C=1C(=C(C(=O)OC)C=CC1C)C methyl 3-((3R)-7-chloro-3-cyclohexyl-2-methyl-1,1-dioxido-5-phenyl-2,3,4,5-tetrahydrobenzo[f][1,2,5]thiadiazepin-8-yl)-2,4-dimethylbenzoate